C(C1=CC=CC=C1)OC(=O)N1[C@H](CCC1)[C@H]([C@@H](C1=CC(=CC=C1)F)C1=C(C(=CC=C1)F)F)O (R)-2-((1s,2s)-2-(2,3-difluorophenyl)-2-(3-fluorophenyl)-1-hydroxyethyl)pyrrolidine-1-carboxylic acid benzyl ester